1-(5-amino-3-fluoro-6-methyl-2-pyridyl)ethanone NC=1C=C(C(=NC1C)C(C)=O)F